tert-butyl (S)-2-(((1-(4-fluoro-3-(trifluoromethoxy)phenyl)cyclopropyl)amino)methyl)pyrrolidine-1-carboxylate FC1=C(C=C(C=C1)C1(CC1)NC[C@H]1N(CCC1)C(=O)OC(C)(C)C)OC(F)(F)F